[1-[[4-(azetidin-3-yl)-2,6-dimethyl-phenyl] methyl]-3-methyl-azetidin-3-yl] acetate C(C)(=O)OC1(CN(C1)CC1=C(C=C(C=C1C)C1CNC1)C)C